(R)-1-cyclopropyl-6-fluoro-4-oxo-7-(2-(phenoxy-methyl)pyrrolidin-1-yl)-1,4-dihydro-quinoline-3-carboxylic acid C1(CC1)N1C=C(C(C2=CC(=C(C=C12)N1[C@H](CCC1)COC1=CC=CC=C1)F)=O)C(=O)O